OC(C)(C)C=1N=CC(=NC1)N1C(O[C@@]2(C1)C[C@@H](C(CC2)(C)C)CN2C=NC1=C2C=C(C=C1)C#N)=O 1-(((5R,7S)-3-(5-(2-Hydroxypropan-2-yl)pyrazin-2-yl)-8,8-dimethyl-2-oxo-1-oxa-3-azaspiro[4.5]decan-7-yl)methyl)-1H-benzo[d]imidazole-6-carbonitrile